CN1N=CC(=C1)C1=CN2C(S1)=C(C=N2)C(=O)NC=2C(=NC=C(C2)NC(CN2[C@@H](COCC2)C)=O)C (R)-2-(1-methyl-1H-pyrazol-4-yl)-N-(2-methyl-5-(2-(3-methylmorpholino)acetamido)pyridin-3-yl)pyrazolo[5,1-b]thiazole-7-carboxamide